OCCNCCCCCCCC(=O)OCCCC\C=C/CC (Z)-oct-5-en-1-yl 8-((2-hydroxyethyl)amino)octanoate